BrCCOCCOCCOCCOCC#C 1-bromo-3,6,9,12-tetraoxapentadec-14-yne